(2-methoxyphenyl)(methyl)(phenyl)phosphine COC1=C(C=CC=C1)P(C1=CC=CC=C1)C